titanium(III) phosphate P(=O)([O-])([O-])[O-].[Ti+3]